C1(CCCCC1)NC(OC=1C(=C(C=CC1)C1=CC=CC=C1)C(N)=O)=O carbamoylbiphenyl-3-yl cyclohexylcarbamate